4,8-dimethyl-allyl-quinoline CC1=CC(=NC2=C(C=CC=C12)C)CC=C